C(#N)C=1C=CC2=C(NC(=N2)C2=NNC(=C2)NC(C2=CC=C(C=C2)NC2CCN(CC2)C)=O)C1 N-(3-(6-cyano-1H-benzo[d]imidazol-2-yl)-1H-pyrazol-5-yl)-4-((1-methylpiperidin-4-yl)amino)benzamide